C(CCCCC)C1C2C3C4C=CC(C3C(C1)C2)C4 8-n-hexyltetracyclo[4.4.0.12,5.17,10]-3-dodecene